2-chloro-N-(3-chloro-2-fluorobenzyl)acetamide ClCC(=O)NCC1=C(C(=CC=C1)Cl)F